NC1=C(N=CC2=C(C=CC=C12)B1OC(C(O1)(C)C)(C)C)C(=O)NCCC 4-amino-N-propyl-8-(4,4,5,5-tetramethyl-1,3,2-dioxaborolan-2-yl)isoquinoline-3-carboxamide